C(C)C1=C(C(=NN1C1=C(C=CC=C1)C1=CC(=CC=C1)OCC(=O)O)C1=CC=CC=C1)C1=CC=CC=C1 2-[[2'-(5-ethyl-3,4-diphenyl-1H-pyrazol-1-yl)[1,1'-biphenyl]-3-yl]oxy]-acetic acid